butyl-carbamic acid C(CCC)NC(O)=O